(tert-butoxycarbonyl)-5-oxopyrrolidine-2-carboxylic acid C(C)(C)(C)OC(=O)N1C(CCC1=O)C(=O)O